(2-((3,3-difluorocyclobutyl)amino)-7H-pyrrolo[2,3-d]pyrimidin-5-yl)-2,2-dimethylchroman-4-one FC1(CC(C1)NC=1N=CC2=C(N1)NC=C2C2C(OC1=CC=CC=C1C2=O)(C)C)F